CS(=O)(=O)O[C@H](CSC(C1=CC=CC=C1)(C1=CC=CC=C1)C1=CC=CC=C1)COCC1=CC=CC=C1 [(1S)-1-(benzyloxymethyl)-2-tritylsulfanyl-ethyl] methanesulfonate